2-(5-bromo-2-fluorophenyl)-2-(3-chloro-2-oxo-4-(trifluoromethyl)pyridin-1(2H)-yl)acetic acid BrC=1C=CC(=C(C1)C(C(=O)O)N1C(C(=C(C=C1)C(F)(F)F)Cl)=O)F